tert-butyl 5-[(2R,3R)-1-ethoxy-2-methyl-1-oxopentane-3-yl]-4-oxo-1,3-dihydrophthalazine-2-carboxylate C(C)OC([C@@H]([C@@H](CC)C1=C2C(NN(CC2=CC=C1)C(=O)OC(C)(C)C)=O)C)=O